The molecule is a glycopeptidolipid antigen from clinically prominent members of the Mycobacterium avium serocomplex. It has a role as an antigen. CCCCCCCCCCCCCCCCCCCCCCCCCCCCCC(CC(=O)N[C@H](CC1=CC=CC=C1)C(=O)N[C@H]([C@@H](C)OC2[C@@H]([C@@H]([C@@H]([C@@H](O2)C)O)O)O[C@H]3[C@@H]([C@@H]([C@H]([C@@H](O3)C)O)O)O)C(=O)N[C@H](C)C(=O)N[C@@H](C)COC4[C@@H]([C@@H]([C@H]([C@@H](O4)C)OC)OC)O)O